ClC=1C=CC(=C(C1)NC(CN[C@@H](CC1=CC=CC=C1)C(=O)OC(C)(C)C)=O)N1N=NC(=C1)Cl tert-butyl (2-((5-chloro-2-(4-chloro-1H-1,2,3-triazol-1-yl)phenyl)amino)-2-oxoethyl)phenylalaninate